CC1OC(CN(C1)C=1C=CC(=NC1)C=1C=NC(=CC1NC1=NC(=CC(=C1)C1(COCC1)CO)S(=O)(=O)C)NC(C)=O)C N-(5-(2,6-dimethylmorpholino)-4'-((4-(3-(hydroxymethyl)tetrahydrofuran-3-yl)-6-(methylsulfonyl)pyridin-2-yl)amino)-[2,3'-bipyridin]-6'-yl)acetamide